dimethyl 2,5-dioxacyclohexane-1,4-dicarboxylate C1(OCC(OC1)C(=O)OC)C(=O)OC